CC1=CC=C(C=C1)S(=O)(=O)CC(C(=O)C1=CC=C(C(=O)O)C=C1)CS(=O)(=O)CC1=CC=CC=C1 4-(3-p-toluenesulfonyl-2-(toluenesulfonylmethyl)propionyl)benzoic acid